1-(pyridin-3-ylmethyl)-1H-benzimidazole-6-carboxylic acid N1=CC(=CC=C1)CN1C=NC2=C1C=C(C=C2)C(=O)O